C[N+]1(C(CCC1)CCO)CCO 1-methyl-1,2-bis(2-hydroxyethyl)pyrrolidinium